N-[2-oxo-2-[[trans-(7RS,9RS)-9-(1H-benzimidazol-2-ylamino)-3-cyclopropyl-5-(2-methylpropylsulfamoyl)-8,9-dihydro-7H-cyclopenta[h]isoquinolin-7-yl]amino]ethyl]benzamide O=C(CNC(C1=CC=CC=C1)=O)N[C@@H]1C[C@H](C=2C1=CC(=C1C=C(N=CC21)C2CC2)S(NCC(C)C)(=O)=O)NC2=NC1=C(N2)C=CC=C1 |r|